Ethyl naphtho[1,2-b]thiophene-2-carboxylate S1C2=C(C=C1C(=O)OCC)C=CC1=CC=CC=C12